3-chloro-5-[(8R)-8-methyl-5,6,7,8-tetrahydro-[1,2,4]triazolo[4,3-a]pyrazin-3-yl]-1,2,4-thiadiazol ClC1=NSC(=N1)C1=NN=C2N1CCN[C@@H]2C